1-(2-(6-(bicyclo[1.1.1]pentan-1-yl)pyridin-3-yl)-2,3,4,5,5a,6,8,9-octahydro-7H-1,2,5,7-tetraazabenzo[cd]azulen-7-yl)prop-2-en-1-one C12(CC(C1)C2)C2=CC=C(C=N2)N2N=C1CCN(CC3C1=C2CCN3)C(C=C)=O